O1CCC(CC1)CO[C@@H]([C@H](N)C(=O)N1CCC(CC1)C1=CC=C(C(=O)OC)C=C1)C Methyl 4-(1-(O-((tetrahydro-2H-pyran-4-yl)methyl)-L-threonyl)piperidin-4-yl)benzoate